C1=NC(=CC2=CC=CC=C12)OS(=O)(=O)C1=CC=CC=C1 isoquinolin-3-ylbenzenesulfonate